(R)-6-(isopropyl(methyl)amino)-2-(6-(5-(methoxymethyl)-6,7-dihydro-5H-pyrrolo[2,1-c][1,2,4]triazol-3-yl)pyridin-2-yl)-4-((methylamino)methyl)-2,3-dihydro-1H-pyrrolo[3,4-c]pyridin-1-one C(C)(C)N(C1=CC2=C(C(=N1)CNC)CN(C2=O)C2=NC(=CC=C2)C=2N1C(=NN2)CC[C@@H]1COC)C